N1N=CC2=CC(=CC=C12)NC1=NC(=NC=C1)C1=CC=C2C=C(NC2=C1)C(=O)NC(C)C1=CC=CC=C1 6-(4-((1H-indazol-5-yl)amino)-pyrimidin-2-yl)-N-(1-phenylethyl)-1H-indole-2-carboxamide